5-chloro-7-(1-methyl-1H-pyrazol-5-yl)pyrazolo[1,5-a]pyrimidine ClC1=NC=2N(C(=C1)C1=CC=NN1C)N=CC2